1,1,2,2-tetrafluoro-2-(3-hydroxypropoxy)ethane-1-sulfonyl fluoride FC(C(OCCCO)(F)F)(S(=O)(=O)F)F